6-((7-chloro-1-methyl-6-(pyrazolo[1,5-a]pyrazin-3-yloxy)-1H-imidazo[4,5-b]pyridin-2-yl)amino)-2,3,3-trimethyl-4-(trifluoromethyl)isoindolin-1-one ClC1=C2C(=NC=C1OC=1C=NN3C1C=NC=C3)N=C(N2C)NC2=CC(=C3C(N(C(C3=C2)=O)C)(C)C)C(F)(F)F